(3S)-N-[3-(2-[[(2R)-1-hydroxypropan-2-yl]amino]-6-(oxacyclohexan-4-yl)pyridin-4-yl)-4-methylphenyl]-3-(2,2,2-trifluoroethyl)pyrrolidine-1-carboxamide OC[C@@H](C)NC1=NC(=CC(=C1)C=1C=C(C=CC1C)NC(=O)N1C[C@@H](CC1)CC(F)(F)F)C1CCOCC1